NC=1C=C(C(=NC1)N1N=CC(=C1)C#N)S(=O)(=O)N=CN(C)C 5-amino-2-(4-cyano-1H-pyrazol-1-yl)-N-[(dimethylamino)methylene]pyridine-3-sulfonamide